3-((3-cyclopropyl-5-methylpyridin-2-yl) oxy)-2,2-dimethylpropionate C1(CC1)C=1C(=NC=C(C1)C)OCC(C(=O)[O-])(C)C